FC1(CC(C1)(C1=NN=CN1C)C=1C=C(C=CC1)C1=COC2=C(C=C(C=C2C1=O)CN1C[C@H](CCC1)C)C)F (S)-3-(3-(3,3-difluoro-1-(4-methyl-4H-1,2,4-triazol-3-yl)cyclobutyl)phenyl)-8-methyl-6-((3-methylpiperidin-1-yl)methyl)-4H-chromen-4-one